2-tertiary butyl-3-hydroxy-4-pyrone C(C)(C)(C)C=1OC=CC(C1O)=O